FC1=C(C=CC=C1)CC(=O)NC1=CC(=C(C=C1)N1N=CC(=C1)C1=NC=NC=C1)S(N)(=O)=O 2-(2-fluorophenyl)-N-{4-[4-(pyrimidine-4-yl)-1H-pyrazol-1-yl]-3-sulfamoylphenyl}acetamide